2-bromo-1-(toluene-4-sulfonyl)-1H-pyrrole BrC=1N(C=CC1)S(=O)(=O)C1=CC=C(C)C=C1